2-chloro-7-methyl-9-(4-(3-(trifluoromethyl)-1H-pyrazol-1-yl)benzyl)-7,9-dihydro-8H-purin-8-imine ClC1=NC=C2N(C(N(C2=N1)CC1=CC=C(C=C1)N1N=C(C=C1)C(F)(F)F)=N)C